4-((3-(2-Cyclopropylthiazol-5-yl)phenyl) ((4-(4-methoxy-3-methylphenyl)bicyclo-[2.2.2]octan-1-yl)methyl)carbamoyl)-cyclohexyl (2-hydroxyethyl)trans-carbamate OCCNC(OC1CCC(CC1)C(N(CC12CCC(CC1)(CC2)C2=CC(=C(C=C2)OC)C)C2=CC(=CC=C2)C2=CN=C(S2)C2CC2)=O)=O